C1(CCC2=CC=CC=C12)N1N=CC(=C1)NC(=O)C=1SC(=NN1)C=1OC=CC1 N-(1-(2,3-dihydro-1H-inden-1-yl)-1H-pyrazol-4-yl)-5-(furan-2-yl)-1,3,4-thiadiazole-2-carboxamide